OCCN(C/C=C/C(=O)[O-])C (2E)-4-[(2-hydroxyethyl)(methyl)amino]but-2-enoate